BrC1=CC=C2C(C(NC2=C1)=O)(C)CCO[Si](C)(C)C(C)(C)C 6-bromo-3-(2-((tert-butyldimethylsilyl)oxy)ethyl)-3-methylindolin-2-one